(R)-6-(5-cyanopyridin-3-yl)-N-(2-fluoro-3-hydroxy-3-methylbutyl)-4-(isopropylamino)quinoline-3-carboxamide C(#N)C=1C=C(C=NC1)C=1C=C2C(=C(C=NC2=CC1)C(=O)NC[C@H](C(C)(C)O)F)NC(C)C